N-cyclobutyl-1,1-diphenylmethanimine-15N C1(CCC1)[15N]=C(C1=CC=CC=C1)C1=CC=CC=C1